methyl 2-[4-(hydroxymethyl)cyclohexyl]-6-[[6-(trifluoromethyl)pyridine-2-carbonyl]amino]-1,3-benzothiazole-5-carboxylate OCC1CCC(CC1)C=1SC2=C(N1)C=C(C(=C2)NC(=O)C2=NC(=CC=C2)C(F)(F)F)C(=O)OC